ClC=1C(=CC2=CN(N=C2C1)CCOC)N 6-chloro-2-(2-methoxyethyl)-2H-indazol-5-amine